C1(CC1)C=1C=C(C=2N(C1)C=C(N2)COC=2C=C(N=NC2)NC(=O)[C@@H]2[C@H](C2)C2=NC=CC(=N2)C)N2C(N(C(C2)=O)C)=O (1S,2S)-N-(5-((6-cyclopropyl-8-(3-methyl-2,4-dioxoimidazolidin-1-yl)imidazo[1,2-a]pyridin-2-yl)methoxy)pyridazin-3-yl)-2-(4-methyl-pyrimidin-2-yl)cyclopropane-1-carboxamide